N1C=C(C=2C1=NC=CC2)C=2N=CN(C2)C=2C=C(C=CC2)[C@]2(C(N(CC2)C)=O)O (R)-3-(3-(4-(1H-Pyrrolo[2,3-b]pyridin-3-yl)-1H-imidazol-1-yl)phenyl)-3-hydroxy-1-methylpyrrolidin-2-one